COC1=NC(=CC=C1)OCC=1C(=C(C=CC1)C1=CC=CC=C1)C Methoxy-6-[(2-Methyl[1,1'-Biphenyl]-3-Yl)methoxy]pyridin